6-fluoro-5-(5-oxo-4-((5-(tetrahydro-2H-pyran-4-yl)-1H-pyrazol-3-yl)amino)-5,6-dihydro-1,6-naphthyridin-2-yl)-3,4-dihydroisoquinoline-2(1H)-carboxylic acid tert-butyl ester C(C)(C)(C)OC(=O)N1CC2=CC=C(C(=C2CC1)C1=NC=2C=CNC(C2C(=C1)NC1=NNC(=C1)C1CCOCC1)=O)F